6-((S)-6-((R)-5-acryloyl-4-methyl-4,5,6,7-tetrahydropyrazolo[1,5-a]pyrazin-2-yl)-7-(2,4-difluoro-6-(2-hydroxyethoxy)phenyl)thieno[3,2-c]pyridin-4-yl)isoindolin-1-one C(C=C)(=O)N1[C@@H](C=2N(CC1)N=C(C2)C2=C(C1=C(C(=N2)C2=CC=C3CNC(C3=C2)=O)C=CS1)C1=C(C=C(C=C1OCCO)F)F)C